(1H-imidazol-1-yl)-1H-pyrazolo[4,3-b]pyridine-7-carboxylic acid methyl ester COC(=O)C1=C2C(=NC=C1)C=NN2N2C=NC=C2